2-(cyclohexyloxy)acetic acid-2-propen-1-yl ester C(C=C)OC(COC1CCCCC1)=O